benzyl 6-[(3aS,7S,7aR)-7-azido-2,2-dimethyl-4,6,7,7a-tetrahydro-3aH-[1,3]dioxolo[4,5-c]pyridin-5-yl]-6-oxo-hexanoate N(=[N+]=[N-])[C@@H]1[C@@H]2[C@H](CN(C1)C(CCCCC(=O)OCC1=CC=CC=C1)=O)OC(O2)(C)C